C1(=CC=CC=C1)C1=C(CNC=C1)C1=NC=CC=C1 4-phenyl-3-(pyridin-2-yl)-1H-pyridine